(1R,2S,5S)-N-((S)-1-cyano-2-((S)-2-oxopyrrolidin-3-yl)ethyl)-3-(4-methoxy-1H-indole-2-carbonyl)-6,6-dimethyl-3-azabicyclo[3.1.0]hexane-2-carboxamide C(#N)[C@H](C[C@H]1C(NCC1)=O)NC(=O)[C@@H]1[C@H]2C([C@H]2CN1C(=O)C=1NC2=CC=CC(=C2C1)OC)(C)C